(±)-1-chloro-2,3-propanediol ClC[C@@H](CO)O |r|